5-methyl-N-(4-methyl-3-(4-methyloxazol-2-yl)phenyl)-2,3-dihydrobenzo[f][1,4]oxazepine-4(5H)-carboxamide CC1N(CCOC2=C1C=CC=C2)C(=O)NC2=CC(=C(C=C2)C)C=2OC=C(N2)C